COCC1(CC1)CN1N=C(C=2C1=NC(=NC2)NC=2C(=CC=1N(C2)N=CN1)C)C 1-((1-(methoxymethyl)cyclopropyl)methyl)-3-methyl-N-(7-methyl-[1,2,4]triazolo[1,5-a]pyridin-6-yl)-1H-pyrazolo[3,4-d]pyrimidin-6-amine